4-(2-hydroxyethanesulfonylamino)-2-(6-azaspiro[2.5]octan-6-yl)-N-(1,2,3,4-tetrahydro-1,4-methylenebenzo[4,5]imidazo[1,2-a]pyridin-6-yl)benzamide OCCS(=O)(=O)NC1=CC(=C(C(=O)NC2=CC=CC3=C2N=C2N3C3CCC2C3)C=C1)N1CCC3(CC3)CC1